2-(2-isopropylphenyl)-4-((4-methoxybicyclo[4.2.0]octa-1(6),2,4-trien-7-yl)methyl)piperazin-1-yl-7-azaspiro[3.5]nonane C(C)(C)C1=C(C=CC=C1)C1N(CCN(C1)CC1C=2C=C(C=CC2C1)OC)C1CCC12CCNCC2